C1(CC1)S(=O)(=O)N1N=CN(C1=O)C(=O)N(C(C)C)C1=C(C=C(C=C1)F)F 1-cyclopropylsulfonyl-N-(2,4-difluorophenyl)-N-isopropyl-5-oxo-1,2,4-triazole-4-carboxamide